1-((1-(4-(trifluoromethyl)phenyl)piperidin-4-yl)methyl)-1H-indol-5-amine FC(C1=CC=C(C=C1)N1CCC(CC1)CN1C=CC2=CC(=CC=C12)N)(F)F